P(O)(=O)(OP(=O)(O)OP(=O)(O)O)OCC1=C(C[C@@H](O1)N1C(=O)N=C(N)C=C1)O Deoxy-3',4'-didehydro-cytidine triphosphate